tert-butyl 4-[2-formyl-6-(methylcarbamoyl)-3-pyridyl]piperazine-1-carboxylate Osmium [Os].C(=O)C1=NC(=CC=C1N1CCN(CC1)C(=O)OC(C)(C)C)C(NC)=O